(3-((1R,4R)-4-(Methoxycarbonyl)cyclohexyl)-1,2,3-oxadiazol-3-ium-5-yl)((3-(2-(o-tolyl)-acetamido)-5-(trifluoromethyl)phenyl)carbamoyl)amide COC(=O)C1CCC(CC1)[N+]1=NOC(=C1)[N-]C(NC1=CC(=CC(=C1)C(F)(F)F)NC(CC1=C(C=CC=C1)C)=O)=O